FC=1C=C2CN(CC2=CC1)C(CNC12CC3(CC(CC(C1)C3)C2)NC([O-])=O)=O 3-((2-(5-fluoroisoindolin-2-yl)-2-oxoethyl)amino)adamantan-1-ylcarbamate